N-((1-(2,5-difluorobenzyl)cyclobutyl)methyl)-6-oxo-1,6-dihydropyrimidine-2-carboxamide FC1=C(CC2(CCC2)CNC(=O)C=2NC(C=CN2)=O)C=C(C=C1)F